2-(2,6-dioxopiperidin-3-yl)-1-oxo-2,3-dihydro-1H-isoindole O=C1NC(CCC1N1C(C2=CC=CC=C2C1)=O)=O